(1-(3-chloro-4-fluorophenyl)-1H-imidazol-2-yl) methylmethanesulfonate CCS(=O)(=O)OC=1N(C=CN1)C1=CC(=C(C=C1)F)Cl